NC1=C(C=C(C=C1)N1CCN(CC1)C(=O)OCCCC)OC(F)(F)F butyl 4-(4-amino-3-trifluoromethoxyphenyl)piperazine-1-carboxylate